COC=1C=C2C(=CN=NC2=CC1)C=1C=C(C=NC1)NC(C(C1=CC=CC=C1)(C=1NC=CN1)O)=O N-(5-(6-methoxycinnolin-4-yl)pyridin-3-yl)-2-hydroxy-2-(1H-imidazol-2-yl)-2-phenylacetamide